C1(CCCCC1)[C@H](C(C)C)NC(=O)C=1C=C2CN(C(C2=CC1)=O)C1C(NC(CC1)=O)=O N-((S)-1-cyclohexyl-2-methylpropyl)-2-(2,6-dioxopiperidin-3-yl)-1-oxoisoindoline-5-carboxamide